C1(=CC=CC=C1)NC(=O)C1CCN(CC1)C(=O)OC(C)(C)C tert-Butyl 4-(phenylcarbamoyl)piperidine-1-carboxylate